7-amino-6-bromo-N-((6-methoxy-3-pyridazinyl)methyl)-N-((1R)-1-(2-pyrimidinyl)ethyl)-1,8-naphthyridine-3-carboxamide NC1=C(C=C2C=C(C=NC2=N1)C(=O)N([C@H](C)C1=NC=CC=N1)CC=1N=NC(=CC1)OC)Br